C(C)(C)(C)OC(=O)N1CC(C2(CC1)CC=CCC2)C2=C(C1=C(N=CN=C1N)N2C)C=2C=NN(C2)C (4-amino-7-methyl-5-(1-methyl-1H-pyrazol-4-yl)-7H-pyrrolo[2,3-d]pyrimidin-6-yl)-3-azaspiro[5.5]undec-8-ene-3-carboxylic acid tert-butyl ester